C(C)(C)(C)OC(CC=1C=C(C=CC1)CCC(=O)O)=O.CC=1C=C(N)C=CC1C1=CC=NC=C1 3-methyl-4-(pyridin-4-yl)aniline 3-(3-(2-(tert-butoxy)-2-oxoethyl)phenyl)propanoate